4,7,8-trichloro-2,2-dimethyl-1,3-benzothiazine ClC1=NC(SC2=C1C=CC(=C2Cl)Cl)(C)C